FC=1C(=C(C(=O)O)C=C(C1F)CC1=C(C(=NC=C1)NS(NC(=O)OC(C)(C)C)(=O)=O)F)NC1=C(C=C(C=C1)I)F 3,4-difluoro-2-(2-fluoro-4-iodoanilino)-5-[[3-fluoro-2-[(2-methylpropan-2-yl)oxycarbonylsulfamoylamino]pyridin-4-yl]methyl]benzoic acid